C(CCC)N(C(=O)OCC1=C(SC(=C1)F)C1=CC=C(C(=N1)C)O[C@@H]1C[C@H](CCC1)C(=O)O)C (1S,3S)-3-((6-(3-(((butyl(methyl)carbamoyl)oxy)methyl)-5-fluorothiophen-2-yl)-2-methylpyridine-3-yl)oxy)cyclohexane-1-carboxylic acid